(tert-butyl 4-(1-((1-((R)-3-cyclohexyl-2-methylpropanoyl)-4-hydroxy-3,3-dimethylpiperidin-4-yl) methyl)-6-oxo-1,6-dihydropyrimidin-4-yl) benzyl) carbamate C(N)(OC(C1=CC=C(C=C1)C=1N=CN(C(C1)=O)CC1(C(CN(CC1)C([C@@H](CC1CCCCC1)C)=O)(C)C)O)C(C)(C)C)=O